1-(5-bromo-4-methyl-1H-pyrrolo[2,3-b]pyridin-3-yl)-N,N-dimethylamine BrC=1C(=C2C(=NC1)NC=C2CNC)C